5-(2,3-dihydro-1H-inden-4-yl)-3-(6-(2,4-dimethylpiperazin-1-yl)pyridin-3-yl)-6-methoxy-1H-pyrazolo[4,3-b]pyridine C1CCC2=C(C=CC=C12)C1=C(C=C2C(=N1)C(=NN2)C=2C=NC(=CC2)N2C(CN(CC2)C)C)OC